C1(CC1)C1=NN(C(=C1)C(F)(F)F)CC(=O)N1[C@@H]([C@@H](CC1)N[S@](=O)C(C)(C)C)C1=C(C(=CC=C1)Cl)Cl (R)-N-[(2R,3R)-1-[2-[3-Cyclopropyl-5-(trifluoromethyl)pyrazol-1-yl]acetyl]-2-(2,3-dichlorophenyl)pyrrolidin-3-yl]-2-methyl-propane-2-sulfinamide